glycidyl normal tetradecyl ether C(CCCCCCCCCCCCC)OCC1CO1